Cl.NC1=C(C=CC=C1)NC(CCCCC(C(NC1=CC(=CC=C1)OCC(F)(F)F)=O)NC(OC)=O)=O methyl (7-((2-aminophenyl)amino)-1,7-dioxo-1-((3-(2,2,2-trifluoroethoxy)phenyl)amino)heptan-2-yl)carbamate hydrochloride